bromo-5-(1-methylcyclopropyl)-4-oxo-4,5-dihydro-1H-pyrrolo[3,2-c]pyridine-7-carboxylic acid methyl ester COC(=O)C=1C2=C(C(N(C1)C1(CC1)C)=O)C=CN2Br